ClC=1C=C(C=CC1F)C(C=1NC(=C(N1)S(=O)(=O)C)C)O[C@@H]1CC[C@H](CC1)OC 2-[(3-chloro-4-fluorophenyl)({[(trans)-4-methoxycyclohexyl]oxy})methyl]-4-methane-sulfonyl-5-methyl-1H-imidazole